2-(4-(((1R,3R)-3-hydroxycyclopentyl)amino)pyrido[3,4-d]pyridazin-1-yl)-5-(trifluoromethyl)phenol O[C@H]1C[C@@H](CC1)NC=1N=NC(=C2C1C=NC=C2)C2=C(C=C(C=C2)C(F)(F)F)O